3-[3-(1,3-benzodioxol-5-yl)imidazo[1,2-b]pyridazin-6-yl]-N-(2-hydroxyethyl)benzamide O1COC2=C1C=CC(=C2)C2=CN=C1N2N=C(C=C1)C=1C=C(C(=O)NCCO)C=CC1